methyl-((R)-2-(2-naphthoylamino)-3-cyclohexylpropionyl)-L-proline C[C@@]1(N(CCC1)C([C@@H](CC1CCCCC1)NC(=O)C1=CC2=CC=CC=C2C=C1)=O)C(=O)O